ClC=1C=C(C=CC1Cl)C1=CSC2=C1C(N(C=C2)CC(=O)N2C[C@H](CC2)F)=O (S)-3-(3,4-dichlorophenyl)-5-(2-(3-fluoropyrrolidin-1-yl)-2-oxoethyl)thieno[3,2-c]pyridin-4(5H)-one